ClS1SC=CC1Cl 2,3-Dichlorodithiol